stearyloxyhydroxypropyl-trimethylammonium chloride [Cl-].C(CCCCCCCCCCCCCCCCC)OC[N+](C)(C)CCCO